IC=1C(=NN(C1)C1=C(C=CC=C1)Cl)NC(C1=C(C=CC=C1)C(F)(F)F)=O N-[4-iodo-1-(2-chlorophenyl)-1H-pyrazol-3-yl]-2-(trifluoromethyl)benzamide